N-{4-[(3S)-2,3-dihydro[1,4]dioxino[2,3-b]pyridin-3-yl]benzyl}-N-ethylethylamine O1C[C@@H](OC2=NC=CC=C21)C2=CC=C(CN(CC)CC)C=C2